C1N(CCC2=CC=CC=C12)C[C@H](CNC1=NNC2=C(C=CC=C12)NC1CCN(CC1)C(C)=O)O (S)-1-(4-((3-((3-(3,4-dihydroisoquinolin-2(1H)-yl)-2-hydroxypropyl)amino)-1H-indazol-7-yl)amino)piperidin-1-yl)ethan-1-one